5-Cyclopropyl-3-[[6-(1-hydroxy-1-methyl-ethyl)-3-pyridyl]amino]-6-(3-methylimidazo[4,5-c]pyridin-7-yl)pyrazine-2-carboxamide C1(CC1)C=1N=C(C(=NC1C=1C2=C(C=NC1)N(C=N2)C)C(=O)N)NC=2C=NC(=CC2)C(C)(C)O